BrCC1=CC(=CC=C1)OCCl 4-bromomethyl-2-chloromethoxybenzene